3-(((4-(benzo[d]oxazol-2-yl)-5-hydroxy-1-methyl-6-oxo-1,6-dihydropyrimidin-2-yl)(methyl)amino)(phenyl)methyl)benzamide O1C(=NC2=C1C=CC=C2)C=2N=C(N(C(C2O)=O)C)N(C)C(C=2C=C(C(=O)N)C=CC2)C2=CC=CC=C2